1-benzyl 4-(tert-butyl) (2R,5R)-5-methyl-2-(((methylsulfonyl)oxy) methyl)piperazine-1,4-dicarboxylate C[C@H]1N(C[C@@H](N(C1)C(=O)OCC1=CC=CC=C1)COS(=O)(=O)C)C(=O)OC(C)(C)C